O1CCN(CC1)CC1=CC(=NC(=C1)NC=1SC(=CN1)C=1OC(=NN1)C1=CC=CC=C1)NC1CC(CCC1)O 3-((4-(morpholinomethyl)-6-((5-(5-phenyl-1,3,4-oxadiazol-2-yl)thiazol-2-yl)amino)pyridin-2-yl)amino)cyclohexan-1-ol